N-(3-fluoro-2-methoxy-5-(8-(methylamino)-6-(2-oxopyrrolidin-1-yl)imidazo[1,2-a]pyrazin-3-yl)phenyl)-1-methyl-1H-pyrazole-4-sulfonamide FC=1C(=C(C=C(C1)C1=CN=C2N1C=C(N=C2NC)N2C(CCC2)=O)NS(=O)(=O)C=2C=NN(C2)C)OC